1-(4-(1,4-dimethyl-2-(4-(methylsulfonyl)phenyl)-1H-imidazo[4,5-c]pyridin-6-yl)phenyl)-N,N-dimethylpiperidin-4-amine CN1C(=NC=2C(=NC(=CC21)C2=CC=C(C=C2)N2CCC(CC2)N(C)C)C)C2=CC=C(C=C2)S(=O)(=O)C